N12C[C@H](C(CC1)CC2)OC(N[C@@H]2C(CC1=CC(=CC=C21)C2=CC(=C(C=C2)OC)Cl)(C)C)=O (S)-quinuclidin-3-yl((R)-5-(3-chloro-4-methoxyphenyl)-2,2-dimethyl-2,3-dihydro-1H-inden-1-yl)carbamate